O1COC2=C1C=CC(=C2)C2=C1CCCCC1=C(C=C2)OCCCCCCN2CCOCC2 4-(6-(5-(benzo[d][1,3]dioxol-5-yl)-1,2,3,4-tetrahydronaphthalen-8-yloxy)hexyl)morpholine